BrC=1C=C(C=CC1NC1CCC2=CC=CC=C12)S(=O)(=O)NC 3-bromo-4-(indan-1-ylamino)-N-methyl-benzenesulfonamide